C(CC(C)C)C=1[C@@H](CCC1)OCCCC=O |r| (±)-4-[(2-isopentylcyclopent-2-en-1-yl)oxy]butanal